(R)-2-(5-bromo-6-(3-fluoropyrrolidin-1-yl)pyridin-3-yl)thiazole BrC=1C=C(C=NC1N1C[C@@H](CC1)F)C=1SC=CN1